Methyl 3-(4-fluorophenyl)-3-({[6-(naphthalen-2-yl)-4-oxo-4,5-dihydropyrazolo[1,5-a]pyrazin-2-yl]-carbonyl}amino)azetidine-1-carboxylate FC1=CC=C(C=C1)C1(CN(C1)C(=O)OC)NC(=O)C1=NN2C(C(NC(=C2)C2=CC3=CC=CC=C3C=C2)=O)=C1